tert-butyl N-[[1-(hydroxymethyl)cyclopropyl]methyl]carbamate OCC1(CC1)CNC(OC(C)(C)C)=O